benzoquinolin N1=CC=CC2=CC=C3C(=C12)C=CC=C3